ClC=1C=C2C(N(CN(C2=CC1)C1=C(C=C(C=C1)F)C)C=1C(=NC(NC1)=O)C)=O 6-chloro-1-(4-fluoro-2-methylphenyl)-3-(4-methyl-2-oxo-1,2-dihydropyrimidin-5-yl)-2,3-dihydroquinazolin-4(1H)-one